benzyl (3-hydroxy-2-(hydroxymethyl)propyl)carbamate OCC(CNC(OCC1=CC=CC=C1)=O)CO